NC=1C=2N(C(=C(N1)C1=CC=C(C=C1)F)C=1C=CC=3N(C1)C(=CN3)C)C=C(N2)C(=O)NC23CC(C2)(C3)CN(C(C)=O)C 8-amino-6-(4-fluorophenyl)-N-{3-[(N-methylacetamido)methyl]bicyclo[1.1.1]pentan-1-yl}-5-{3-methylimidazo[1,2-a]pyridin-6-yl}imidazo[1,2-a]pyrazine-2-carboxamide